C(C)(=O)N1CCC2(CC(C(N2)=O)CC(C(=O)O)NC([C@H](CC2CCCCC2)NC(=O)C=2NC3=CC=CC=C3C2)=O)CC1 3-(8-Acetyl-2-oxo-1,8-diazaspiro[4.5]decan-3-yl)-2-((S)-3-cyclohexyl-2-(1H-indole-2-carboxamido)propanamido)propanoic acid